C(CCC)[Sn](C1=NC=C(C=C1OCOC)Cl)(CCCC)CCCC tributyl-[5-chloro-3-(methoxymethoxy)-2-pyridyl]stannane